CC1=NC(=C(C=C1S(=O)(=O)N)C=C)NC1=CC=C(C=C1)C(F)(F)F methyl-6-[4-(trifluoromethyl)anilino]-5-vinyl-pyridine-3-sulfonamide